histamine-13C N[13CH2]CC1=CNC=N1